C(C=C)(=O)N1C[C@@H](N(CC1)S(=O)(=O)C)C1=CC(=NC(=C1)Cl)C1=CC(=NC=C1)C(=O)NC (S)-4-(4-acryloyl-1-(methylsulfonyl)piperazin-2-yl)-6-chloro-N-methyl-[2,4'-bipyridine]-2'-carboxamide